C[C@H]1CC(C=2[C@H](CC[C@H](CC12)C(=C)C)C)=O (3s,5r,8s)-3,8-dimethyl-5-(prop-1-en-2-yl)-3,4,5,6,7,8-hexahydroazulene-1(2H)-one